6-[3-[1-[[6-chloro-5-(trifluoromethyl)-1,3-benzoxazol-2-yl]amino]ethyl]pyrazin-2-yl]pyridine-3-carbonitrile ClC1=CC2=C(N=C(O2)NC(C)C=2C(=NC=CN2)C2=CC=C(C=N2)C#N)C=C1C(F)(F)F